3-(3,3-Dimethylbutyl)-3,9-diazaspiro[5.5]undecane CC(CCN1CCC2(CC1)CCNCC2)(C)C